OC(C(C(=O)SCCNC(CCNC([C@@H](C(COP(OP(OC[C@@H]1[C@H]([C@H]([C@@H](O1)N1C=NC=2C(N)=NC=NC12)O)OP(=O)(O)O)(=O)O)(=O)O)(C)C)O)=O)=O)C)CC(=O)O 3-hydroxy-methyl-glutaryl-coenzyme A